N1C=CC2=CC=CC=C12.[I] iodine indole